3-(5-(1-cyclopentyl-4-(pyrrolidin-1-ylmethyl)-1H-pyrrolo[2,3-b]pyridin-6-yl)-1-oxo-isoindolin-2-yl)piperidine-2,6-dione C1(CCCC1)N1C=CC=2C1=NC(=CC2CN2CCCC2)C=2C=C1CN(C(C1=CC2)=O)C2C(NC(CC2)=O)=O